5-cyclohexyl-bicyclo[2.2.1]hepta-2-ene C1(CCCCC1)C1C2C=CC(C1)C2